CN1N=C(C=C1)N\C(\C)=C\1/C(NC2=CC=CC(=C12)C=1C=NC=CC1C)=O (Z)-3-(1-((1-Methyl-1H-pyrazol-3-yl)amino)ethylidene)-4-(4-methylpyridin-3-yl)indolin-2-one